2-((R)-1-(1-(3-isopropyl-1,2,4-oxadiazol-5-yl)piperidin-4-yl)ethoxy)-6-(2-fluoro-4-(1H-tetrazol-5-yl)phenyl)imidazo[2,1-b][1,3,4]thiadiazol hydrochlorid Cl.C(C)(C)C1=NOC(=N1)N1CCC(CC1)[C@@H](C)OC1=NN2C(S1)=NC(=C2)C2=C(C=C(C=C2)C2=NN=NN2)F